3-mercaptopropylmethyl-dimethoxysilane SCCC[Si](OC)(OC)C